O1C(CCCC1)N1C2=NC=NC(=C2N=C1)N 9-(tetrahydro-2H-pyran-2-yl)-9H-purin-6-amine